8-methyl-6-(3-methylazetidin-3-yl)-7H,8H-pyrido[2,3-d]Pyrimidine-7-one CN1C(C(=CC2=C1N=CN=C2)C2(CNC2)C)=O